(S)-2-((2-((1-methoxy-3,3-dimethyl-1,3-dihydrobenzo[c][1,2]oxaborol-5-yl)amino)-5-(5-(pyridin-2-yl)-1,3,4-oxadiazol-2-yl)pyrimidin-4-yl)amino)-2-phenylethan-1-ol COB1OC(C2=C1C=CC(=C2)NC2=NC=C(C(=N2)N[C@H](CO)C2=CC=CC=C2)C=2OC(=NN2)C2=NC=CC=C2)(C)C